C(C)(C)(C)OOC(C)(C)C1=C(C=CC=C1)C(C)(OOC(C)(C)C)C bis-(1-(tert-butyl-peroxy)-1-methylethyl)-benzene